CC(=O)N[C@H](CC1=CNC2=CC=CC=C21)C(=O)O N-ACETYL-D-TRYPTOPHAN